FC(CN1N=NC2=C1C=C(C=C2)C=2C=CN1N=C(N=C(C12)OC)N[C@@H]1[C@@H](CN(CC1)C1(COC1)C#N)F)F 3-((3R,4S)-4-((5-(1-(2,2-difluoroethyl)-1H-benzo[d][1,2,3]triazol-6-yl)-4-methoxypyrrolo[2,1-f][1,2,4]triazin-2-yl)amino)-3-fluoropiperidin-1-yl)oxetan-3-carbonitrile